FC1=C(C=CC=C1)N1N=C(C=C1C1=CC(=CC=C1)OC1COC1)C(=O)OCC Ethyl 1-(2-fluorophenyl)-5-[3-(oxetan-3-yloxy)phenyl]-1H-pyrazole-3-carboxylate